C(C)(C)(C)OC(=O)N1[C@H]([C@]2(CCCS(N2)(=O)=O)CCC1)CO[C@@H]1CC[C@@H](CC1)C1=CC=CC=C1 |o1:8,9| tert-butyl-rel-(6R,7R)-2,2-dioxo-7-({[(CIS)-4-phenylcyclohexyl]oxy}methyl)-2λ6-thia-1,8-diazaspiro[5.5]undecane-8-carboxylate